triphenylbismuth(V) C1(=CC=CC=C1)[Bi+2](C1=CC=CC=C1)C1=CC=CC=C1